NCCC1=CC(=C(C=C1)O)C 4-(2-aminoethyl)-2-methyl-phenol